N-([1,1'-biphenyl]-4-yl)-N-(9,9-diphenyl-9H-fluoren-2-yl)phenanthrene-2-amine C1(=CC=C(C=C1)N(C1=CC=2C=CC3=CC=CC=C3C2C=C1)C1=CC=2C(C3=CC=CC=C3C2C=C1)(C1=CC=CC=C1)C1=CC=CC=C1)C1=CC=CC=C1